methyl (2S)-2-(tert-butoxycarbonylamino)-3-(3-chloro-4-pyridyl)propanoate C(C)(C)(C)OC(=O)N[C@H](C(=O)OC)CC1=C(C=NC=C1)Cl